6,8-dihydroxy-2-(2-phenylethyl)chromone OC=1C=C2C(C=C(OC2=C(C1)O)CCC1=CC=CC=C1)=O